trans-5-(2-(3,4-difluoro-5-(4-(methoxymethyl)-1H-pyrazol-1-yl)phenyl)cyclopropyl)-2,2'-bipyrimidine FC=1C=C(C=C(C1F)N1N=CC(=C1)COC)[C@H]1[C@@H](C1)C=1C=NC(=NC1)C1=NC=CC=N1